C(C)(C)(C)OC(=O)NCC1=CC(=C(C=C1)C1=CC=C(C=C1)Cl)[C@@H](C1CCN(CC1)C1=CC=C(C(=O)O)C=C1)O (R)-4-(4-((4-(((tert-butoxycarbonyl)amino)methyl)-4'-chloro-[1,1'-biphenyl]-2-yl)(hydroxy)methyl)piperidin-1-yl)benzoic acid